C(C1=CC=CC=C1)N([C@@H]1CNC[C@H]1F)CC1=CC=CC=C1 (3R,4R)-N,N-dibenzyl-4-fluoropyrrolidin-3-amine